FC1=C(C=CCN1C)N1CCN(CC1)CC=1C=C2C=3N([C@H](C(NC3C1)=O)C)C=N2 (S)-6-fluoro-N-methyl-5-(4-((4-methyl-5-oxo-5,6-dihydro-4H-imidazo[1,5,4-de]quinoxalin-8-yl)methyl)piperazin-1-yl)pyridine